(1-(2,6-dioxopiperidin-3-yl)-2-oxo-1,2-dihydrobenzo[cd]indol-4-yl)methyl(4-(tert-butyl)-3-chlorophenyl)carbamate O=C1NC(CCC1N1C(C2=C3C(C=CC=C13)=CC(=C2)OC(N(C2=CC(=C(C=C2)C(C)(C)C)Cl)C)=O)=O)=O